FC(C1=CC(=NC=C1)C(=O)N1CCCC2=CC(=CC=C12)C(C(=O)NC1=CC=C(C=C1)F)C)F 2-{1-[4-(difluoromethyl)pyridine-2-carbonyl]-1,2,3,4-tetrahydroquinolin-6-yl}-N-(4-fluorophenyl)propanamide